FC=1C(=NC(=NC1)N[C@@H]1[C@@H](CN(CC1)S(=O)(=O)C)F)C1=C(C2=C(C(NC2=O)(C)C)S1)C 2-(5-fluoro-2-(((3R,4S)-3-fluoro-1-(methylsulfonyl)piperidin-4-yl)amino)pyrimidin-4-yl)-3,6,6-trimethyl-5,6-dihydro-4H-thieno[2,3-c]pyrrol-4-one